2-Hydroxy-8-(3,4,5-trimethoxyphenyl)-1H-phenalen-1-one OC=1C(C=2C=C(C=C3C=CC=C(C1)C23)C2=CC(=C(C(=C2)OC)OC)OC)=O